N-[6-(acetylamino)-1,3-benzothiazol-2-yl]-4-(6-amino-2-chloro-9H-purin-9-yl)cyclohexanecarboxamide C(C)(=O)NC1=CC2=C(N=C(S2)NC(=O)C2CCC(CC2)N2C3=NC(=NC(=C3N=C2)N)Cl)C=C1